N-monopalmitoyl-hydroxyproline C(CCCCCCCCCCCCCCC)(=O)N1[C@@H](C[C@@H](O)C1)C(=O)O